tert-Butyl 5-{[(4S)-1-{[4,4-difluoro-1-(4-methoxyphenyl)cyclohexyl]carbonyl}-4-hydroxy-D-prolyl]amino}-1H-pyrrolo[3,2-b]pyridine-1-carboxylate FC1(CCC(CC1)(C1=CC=C(C=C1)OC)C(=O)N1[C@H](C[C@@H](C1)O)C(=O)NC1=CC=C2C(=N1)C=CN2C(=O)OC(C)(C)C)F